ClC=1N=CC2=C(N1)N(C(C=C2C)=O)C2=CC(=CC=C2)CC 2-chloro-8-(3-ethylphenyl)-5-methylpyridino[2,3-d]pyrimidin-7(8H)-one